2-amino-3-(3-fluoro-4-hydroxyphenyl)propanoic acid NC(C(=O)O)CC1=CC(=C(C=C1)O)F